succinimidyl 4-azidobutanoate N(=[N+]=[N-])CCCC(=O)ON1C(CCC1=O)=O